C(C1=CC=CC=C1)C1=NN=C2N1C1=CC=CC=C1C(=N2)NC2=CC=CC=C2 benzyl-N-phenyl-[1,2,4]triazolo[4,3-a]quinazolin-5-amine